O=C1C[C@H](CN1C=1C=CC=2OCC(N(C2N1)COCC[Si](C)(C)C)=O)NC(OC(C)(C)C)=O tert-Butyl N-[(3R)-5-oxo-1-[3-oxo-4-(2-trimethylsilylethoxymethyl)pyrido[3,2-b][1,4]oxazin-6-yl]pyrrolidin-3-yl]carbamate